tert-butyl [3-(bromomethyl)phenyl]carbamate BrCC=1C=C(C=CC1)NC(OC(C)(C)C)=O